OCC1CCN(CC1)C1=CC=C(C=N1)N1C(NC(C=C1)=O)=O 1-{6-[4-(hydroxymethyl)piperidin-1-yl]Pyridine-3-yl}-1,3-diazine-2,4-dione